ClC1=C(C=CC=C1)C(C)NC1=C2C=NN(C2=C(C=C1)C(=O)N[C@H](C)\C=C\S(=O)(=O)C)C 4-((1-(2-chlorophenyl)ethyl)amino)-1-methyl-N-((R,E)-4-(methylsulfonyl)but-3-en-2-yl)-1H-indazole-7-carboxamide